1,3-bis(isocyanatoethyl)cyclohexane N(=C=O)CCC1CC(CCC1)CCN=C=O